2-(3-(2-aminoethyl)phenyl)-2-methylpropan-1-ol NCCC=1C=C(C=CC1)C(CO)(C)C